C(C1=CC=CC=C1)OC(=O)N1CC(C(CC1)N1CCC2(CN(C2)C(=O)OC(C)(C)C)CC1)(F)F Tert-butyl 7-{1-[(benzyloxy)carbonyl]-3,3-difluoropiperidin-4-yl}-2,7-diazaspiro[3.5]nonane-2-carboxylate